O=C1C2=CC=CC=C2C(C=2OC(=CC21)C(C)N2CCN(CC2)CC=2C=C1CN(C(C1=CC2)=O)C2C(NC(CC2)=O)=O)=O 3-(5-((4-(1-(4,9-dioxo-4,9-dihydronaphtho[2,3-b]furan-2-yl)ethyl)piperazin-1-yl)methyl)-1-oxoisoindolin-2-yl)piperidine-2,6-dione